3-benzyl-4-[(3-chloro-2-methylphenyl)amino]-4-oxobutanoic acid C(C1=CC=CC=C1)C(CC(=O)O)C(=O)NC1=C(C(=CC=C1)Cl)C